NC1=NC=C(C=N1)C=1C=C(C=C(C1)N1CCOCC1)S(=O)(=O)C1CN(C1)C(C)=O 1-(3-((3-(2-aminopyrimidin-5-yl)-5-morpholinophenyl)sulfonyl)azetidin-1-yl)ethan-1-one